2-[(3R)-3-methyl[1,4'-bipiperidin]-1'-yl]-N-[(6-methylpyridin-3-yl)methyl]-1,3-thiazole-5-carboxamide C[C@H]1CN(CCC1)C1CCN(CC1)C=1SC(=CN1)C(=O)NCC=1C=NC(=CC1)C